5-bromo-2-(4-((tert-butyldimethylsilyl)oxy)-2-methylbutan-2-yl)-3-(2-(4,4,5,5-tetramethyl-1,3,2-dioxaborolan-2-yl)ethyl)phenyl diisopropyl phosphate P(=O)(OC1=C(C(=CC(=C1)Br)CCB1OC(C(O1)(C)C)(C)C)C(C)(CCO[Si](C)(C)C(C)(C)C)C)(OC(C)C)OC(C)C